2-((E)-2-(((E)-4-fluorobenzylidene)hydrazineylidene)-5-oxoimidazolidine-4-yl)acetyl chloride FC1=CC=C(\C=N\N=C/2\NC(C(N2)CC(=O)Cl)=O)C=C1